CC1=CSC=2N=C(N=C(C21)NC=2C=C(C=CC2)C(C)(C)O)NC=2C=NN(C2)C 2-(3-((5-methyl-2-((1-methyl-1H-pyrazol-4-yl)amino)thieno[2,3-d]pyrimidin-4-yl)amino)phenyl)propan-2-ol